ClC1=C(C=CC=C1)[C@H]1NCC2=NN=C(N2C=2SC=3C[C@H](CC3C12)C(=O)N1CCOCC1)C (9S,13S)-9-(2-chlorophenyl)-3-methyl-13-(morpholine-4-carbonyl)-16-thia-2,4,5,8-tetraazatetracyclo[8.6.0.02,6.011,15]-hexadeca-1(10),3,5,11(15)-tetraene